2-chloro-N-(4-nitrophenyl)5-(trifluoromethoxy)quinolin-4-amine ClC1=NC2=CC=CC(=C2C(=C1)NC1=CC=C(C=C1)[N+](=O)[O-])OC(F)(F)F